P(=O)(OCCOC(C=C)=O)(OCCOC(C=C)=O)OC bis-(2-acryloyloxyethyl) methyl phosphate